NC1=C(N=CN1[C@H]1[C@H](O)[C@H](O)[C@H](O1)CO)C(=O)N 5-amino-1-β-D-ribofuranosyl-imidazole-4-carboxamide